3-(2-furyl)propane-1-amine O1C(=CC=C1)CCCN